FC1=NC(=CC=C1C(CC1=NC(=NC(=N1)N[C@@H](CO)CC(C)C)NS(=O)(=O)C)C)OC N-(4-(2-(2-Fluoro-6-methoxypyridin-3-yl)propyl)-6-(((R)-1-hydroxy-4-methylpentan-2-yl)amino)-1,3,5-triazin-2-yl)methanesulfonamide